(R)-2-(3-chloro-1-methyl-1,4,6,7-tetrahydro-5H-pyrazolo[4,3-c]pyridin-5-yl)-4-((1-(hydroxymethyl)cyclobutyl)amino)-6,7-dihydrothieno[3,2-d]pyrimidine-5-oxide ClC1=NN(C2=C1CN(CC2)C=2N=C(C1=C(N2)CC[S@]1=O)NC1(CCC1)CO)C